C1(CCCCC1)C1=CC=C(C=C1)C=1NC=2N(C(C1)=O)N=C(C2C(=O)N2CC(C2)CF)C2=CC=CC=C2 5-(4-Cyclohexylphenyl)-3-(3-(fluoromethyl)azetidine-1-carbonyl)-2-phenylpyrazolo[1,5-a]pyrimidin-7(4H)-one